ClC1=C(C=CC2=C1C(=NS2)N=S(=O)(C)C)SCCC(=O)O 3-((4-Chloro-3-((dimethyl(oxo)-λ6-sulfanylidene)amino)benzo[d]isothiazol-5-yl)thio)propanoic acid